5-(β-methylthioethyl)-hydantoin sodium salt [Na].CSCCC1C(NC(N1)=O)=O